2-bromo-3,5-bistrifluoromethylaniline BrC1=C(N)C=C(C=C1C(F)(F)F)C(F)(F)F